FC1=C(C=CC=C1)S(=O)(=O)N1CC=C(CC1)C=1C=C(C=NC1)O 5-(1-((2-fluorophenyl)sulfonyl)-1,2,5,6-tetrahydropyridin-4-yl)-3-hydroxy-pyridine